O[C@@H](CCC)CC1=NN=C(O1)C1=NC=C(C=C1N)S(=O)(=O)C1=CC=C(C=C1)OC(F)(F)F 2-(5-{[(2S)-oxapent-2-yl]methyl}-1,3,4-oxadiazol-2-yl)-5-[4-(trifluoromethoxy)benzene-1-sulfonyl]pyridin-3-amine